zirconium tetra-n-butoxide [O-]CCCC.[O-]CCCC.[O-]CCCC.[O-]CCCC.[Zr+4]